COCCOC=1C=C2C(=CN=CC2=CN1)C=O 6-(2-methoxyethoxy)-2,7-naphthyridine-4-carbaldehyde